tert-butyl (S)-3-((R)-2-(2-benzyl-6-ethoxy-1-oxoisoindoline-5-carboxamido)-1-hydroxyethyl)-3,4-dihydroisoquinoline-2(1H)-carboxylate C(C1=CC=CC=C1)N1C(C2=CC(=C(C=C2C1)C(=O)NC[C@@H](O)[C@H]1N(CC2=CC=CC=C2C1)C(=O)OC(C)(C)C)OCC)=O